NC1=NN(C2=CC=C(C=C12)C#N)CC=1C=NC(=CC1)C(F)(F)F 3-amino-1-((6-(trifluoromethyl)pyridin-3-yl)methyl)-1H-indazole-5-carbonitrile